BisPhenol-A OC1=CC=C(C=C1)C(C)(C)C1=CC=C(C=C1)O